sodium dioctylethylenediamine diacetate C(C)(=O)[O-].C(C)(=O)[O-].C(CCCCCCC)NCCNCCCCCCCC.[Na+].[Na+]